4-((S)-2-(4-(3-Methoxyphenyl)thiazol-2-yl)-2-pivalamidoethyl)phenylsulfamic acid COC=1C=C(C=CC1)C=1N=C(SC1)[C@H](CC1=CC=C(C=C1)NS(O)(=O)=O)NC(C(C)(C)C)=O